ethyl 2-[4-(5-fluoro-1-methylindazol-6-yl)pyrazolo[3,4-c]pyridin-1-yl]acetate FC=1C=C2C=NN(C2=CC1C1=C2C(=CN=C1)N(N=C2)CC(=O)OCC)C